methyl 2-(((tert-butoxycarbonyl)amino)methyl)-6-(trifluoromethoxy)benzoate C(C)(C)(C)OC(=O)NCC1=C(C(=O)OC)C(=CC=C1)OC(F)(F)F